ClC=1C(=NC=CN1)C(C)N(C(C1=CC(=CC(=C1)C(F)(F)F)C(F)(F)F)=O)CC1CC1 N-[1-(3-chloropyrazin-2-yl)ethyl]-N-(cyclopropylmethyl)-3,5-bis(trifluoromethyl)benzamide